NCC1=NC=CC(=C1)N(C)C (aminomethyl)-N,N-dimethylpyridin-4-amine